ClC1=C(C=C(C=C1)C1=NC=C(C=N1)F)CCl 2-(4-chloro-3-(chloromethyl)phenyl)-5-fluoropyrimidine